[Br-].[Br-].[Br-].C(=O)C=O glyoxal tribromide salt